C(CCC)(C1=C(C=C(C(=C1)C(C)(C)C)O)C)C1=C(C=C(C(=C1)C(C)(C)C)O)C 4,4'-Butylidenebis-(3-methyl-6-tert-butylphenol)